2,5,7-tri-tert-butyl-tryptophan C(C)(C)(C)C1=C(C[C@H](N)C(=O)O)C2=CC(=CC(=C2N1)C(C)(C)C)C(C)(C)C